7-Chloro-1H-pyrrolo[3,2-b]pyridine ClC1=C2C(=NC=C1)C=CN2